BrC1=CC=C(C=C1)S(=O)(=O)CC1CCN(CC1)C(CC)=O 1-(4-(((4-bromophenyl)sulfonyl)methyl)piperidin-1-yl)propan-1-one